BrC1=CC=2C3(C4=CC(=CC=C4C2C=C1)Br)C1=CC(=CC=C1C=1C=CC(=CC13)C#N)C#N 2,7-dibromo-2',7'-dicyano-9,9'-spirobifluorene